C(CC)NC1CCNCC1 N-propylpiperidin-4-amine